ClC1=C(C=C(C(=O)N2C3CC(CC2CC3)N3CC(C3)(N3N=CC(=C3)C=3C2=C(N=CN3)NC=C2)CC#N)C=C1)F {1-[8-(4-chloro-3-fluorobenzoyl)-8-azabicyclo[3.2.1]oct-3-yl]-3-[4-(7H-pyrrolo[2,3-d]pyrimidin-4-yl)-1H-pyrazol-1-yl]azetidin-3-yl}acetonitrile